C1(=CC=CC=C1)S(=O)(=O)C=1C=C(NC1)C(=O)N1C(C2C(C1)CCC2)C(=O)N[C@@H](C[C@H]2C(NCC2)=O)C(CO)=O 2-[4-(benzenesulfonyl)-1H-pyrrole-2-carbonyl]-N-[(2S)-4-hydroxy-3-oxo-1-[(3S)-2-oxopyrrolidin-3-yl]butan-2-yl]-hexahydro-1H-cyclopenta[c]pyrrole-1-carboxamide